5-(3,5-Bis((E)-3-fluorobenzylidene)-4-oxopiperidin-1-yl)-5-oxo-N-(5-sulfanyl-1,3,4-thiadiazol-2-yl)pentanamide FC=1C=C(\C=C\2/CN(C\C(\C2=O)=C/C2=CC(=CC=C2)F)C(CCCC(=O)NC=2SC(=NN2)S)=O)C=CC1